C(CC)C(C(C)C)CC[C@@H](C)[C@H]1CC[C@H]2[C@@H]3CCC4CCCC[C@]4(C)[C@H]3CC[C@]12C 24-n-propyl-cholestane